C(C1=CC=CC=C1)OC=1C=C(C(=NC1)CC(=O)O)F (5-(Benzyloxy)-3-fluoropyridin-2-yl)acetic acid